C(C(C)C)OC(NC1=NC=NN2C1=CC=C2[C@@H]2O[C@@]([C@H]([C@H]2O)O)(CO)C#N)=O (7-((2S,3R,4S,5R)-5-cyano-3,4-dihydroxy-5-(hydroxymethyl)tetrahydrofuran-2-yl)pyrrolo[2,1-f][1,2,4]triazin-4-yl)carbamic acid isobutyl ester